2-[7-[[5-(trifluoromethyl)-2-pyridinyl]methyl]-2-azaspiro[3.5]nonane-2-carbonyl]-7-oxa-2,5-diazaspiro[3.4]octan-6-one FC(C=1C=CC(=NC1)CC1CCC2(CN(C2)C(=O)N2CC3(C2)NC(OC3)=O)CC1)(F)F